O-hydroxymethyl-glutaryl-L-homoserine OCOCC[C@H](NC(CCCC(=O)O)=O)C(=O)O